3-Bromo-1-cyclopropyl-1H-pyrazole BrC1=NN(C=C1)C1CC1